gallium(III) Nitrate [N+](=O)([O-])[O-].[Ga+3].[N+](=O)([O-])[O-].[N+](=O)([O-])[O-]